C(#N)CC1(CCN(CC1)C(C1=C(C=CC=C1C(F)(F)F)F)=O)N1N=CC(=C1)C1=CC=CC=2N1N=C(N2)NC(=O)C2CC2 N-(5-(1-(4-(cyanomethyl)-1-(2-fluoro-6-(trifluoromethyl)benzoyl)piperidin-4-yl)-1H-pyrazol-4-yl)-[1,2,4]triazolo[1,5-a]pyridin-2-yl)cyclopropylcarboxamide